FC=1C=2CCCC2C(=C2CCCC12)NC(NS(=O)(C=1OC(=C(C1)CNC(C)C)C)=N)=O 3-(8-Fluoro-1,2,3,5,6,7-hexahydro-s-indacen-4-yl)-1-[imino([4-[(isopropylamino)methyl]-5-methylfuran-2-yl])oxo-lambda6-sulfanyl]urea